6-(4-(4-(azetidin-1-yl)piperidine-1-carbonyl)phenyl)-7-((5-methoxy-7-methyl-1H-indol-4-yl)methyl)-7-azaspiro[3.5]nonane-2-carbonitrile N1(CCC1)C1CCN(CC1)C(=O)C1=CC=C(C=C1)C1CC2(CC(C2)C#N)CCN1CC1=C2C=CNC2=C(C=C1OC)C